C(#N)[C@H](CC1=C(C=C(C=C1)C=1C=CC2=C(N(C(O2)=O)C)C1)F)NC(=O)[C@H]1OC[C@](CNC1)(C)O (2S,6R)-N-[(1S)-1-cyano-2-[2-fluoro-4-(3-methyl-2-oxo-1,3-benzoxazol-5-yl)phenyl]ethyl]-6-hydroxy-6-methyl-1,4-oxazepane-2-carboxamide